cerium 1,3,5-benzenetricarboxylic acid C1(=CC(=CC(=C1)C(=O)O)C(=O)O)C(=O)O.[Ce]